ethyl 6-chloro-2-oxohexanoate ClCCCCC(C(=O)OCC)=O